COC1=C2CCC(CC2=CC=C1)NCCC 5-methoxy-1,2,3,4-tetrahydro-N-propyl-2-naphthylamine